beta-crotonolactone C1(C=C(C)O1)=O